4-fluoro-L-2-Phenylglycine FC1=CC=C(C=C1)[C@H](N)C(=O)O